3-amino-2-(4-(3-hydroxypropoxy)phenyl)-N-(thieno[2,3-c]pyridin-2-yl)propanamide NCC(C(=O)NC1=CC=2C(=CN=CC2)S1)C1=CC=C(C=C1)OCCCO